C(#N)CN1N=C2C=C(C=C(C2=C1)C=1SC(=CN1)C)C(=O)N[C@H](C)C=1C=NC(=NC1)C(F)(F)F (R)-2-(cyanomethyl)-4-(5-methylthiazol-2-yl)-N-(1-(2-(trifluoromethyl)pyrimidin-5-yl)ethyl)-2H-indazole-6-carboxamide